5-chloro-3-(4-chlorophenyl)-1,2,4-oxadiazole ClC1=NC(=NO1)C1=CC=C(C=C1)Cl